CC1CC(C1)(C1=NN=CN1C)C=1C=C(C=NC1)C=1C=C2C(=NC1C(=O)N)CCC2 5-[(1r,3s)-3-methyl-1-(4-methyl-1,2,4-triazol-3-yl)cyclobutyl]pyridin-3-yl-5H,6H-cyclopenta[b]pyridine-2-carboxamide